alpha-methyl-styrene bis{3,4,6-trichloro-2-[(phenylmethoxy)carbonyl]phenyl}oxalate ClC=1C(=C(C(=CC1Cl)Cl)OC(C(=O)OC1=C(C(=C(C=C1Cl)Cl)Cl)C(=O)OCC1=CC=CC=C1)=O)C(=O)OCC1=CC=CC=C1.CC(=C)C1=CC=CC=C1